BrC1=CN=CC(=N1)N(C1=NC=2N(C3=CC(=CC=C13)Cl)C=NN2)C N-(6-bromopyrazin-2-yl)-8-chloro-N-methyl-[1,2,4]Triazolo[4,3-a]Quinazolin-5-amine